N-(29-Amino-3,6,9,12,15,18,21,24,27-nonaoxanonacosyl)-2-((2-(2,6-dioxopiperidin-3-yl)-1,3-dioxoisoindolin-4-yl)oxy)acetamide trifluoroacetate salt FC(C(=O)O)(F)F.NCCOCCOCCOCCOCCOCCOCCOCCOCCOCCNC(COC1=C2C(N(C(C2=CC=C1)=O)C1C(NC(CC1)=O)=O)=O)=O